C(C)OCCCNC1=NC(=NC=C1C(=O)OCC)SC ethyl 4-((3-ethoxypropyl)amino)-2-(methylthio)pyrimidine-5-carboxylate